N-propylcyclohexane-1,4-diamine C(CC)NC1CCC(CC1)N